C1(CC1)C1=CC=C(C=C1)CS(=O)(=O)NC1=C(C(=C(C=C1F)OC1=NC=CC=C1C1=NC(=NC=C1)N[C@@H]1CNC[C@H](C1)F)F)F 1-(4-cyclopropylphenyl)-N-(2,3,6-trifluoro-4-((3-(2-(((3S,5S)-5-fluoropiperidin-3-yl)amino)pyrimidin-4-yl)pyridin-2-yl)oxy)phenyl)methanesulfonamide